5-Bromo-2-cyanophenyl 3-[4-(4-chlorothiazol-2-yl)-1H-1,2,3-triazol-1-yl]-3-deoxy-2-O-methyl-1-thio-α-D-galactopyranoside ClC=1N=C(SC1)C=1N=NN(C1)[C@@H]1[C@H]([C@@H](SC2=C(C=CC(=C2)Br)C#N)O[C@@H]([C@@H]1O)CO)OC